Cl.CN(CCCN=C=NCC)C 1-(3-Dimethylaminopropyl)-N'-ethylcarbodiimide hydrochloride